Cis-N-(3-chloro-4-fluorophenyl)-2-methyl-5-(3-(trifluoromethyl)phenyl)-1,2,6-thiadiazinane-3-carboxamide 1,1-dioxide ClC=1C=C(C=CC1F)NC(=O)[C@@H]1N(S(N[C@@H](C1)C1=CC(=CC=C1)C(F)(F)F)(=O)=O)C